C(C)(=O)NC(C(=O)OCC)CC=1N=C(SC1Cl)Cl ethyl 2-acetamido-3-(2,5-dichloro-1,3-thiazol-4-yl)propanoate